NC1(CO)CC=CC=C1 1-aminobenzyl alcohol